[O-2].[Zn+2].[Ni+2].[Cu+2].[O-2].[O-2] copper-nickel-zinc oxide